C1(CCCC1)[C@@]1(OC1)C1=CC=CC=C1 (R)-2-cyclopentyl-2-phenyloxirane